methyl 3-(8-formyl-4H-thieno[2,3-c]chromen-7-yl)-6-(propylcarbamoyl)picolinate C(=O)C1=CC=2C3=C(COC2C=C1C=1C(=NC(=CC1)C(NCCC)=O)C(=O)OC)SC=C3